trityl-vanadium dichloride [Cl-].[Cl-].C(C1=CC=CC=C1)(C1=CC=CC=C1)(C1=CC=CC=C1)[V+2]